(R)-2-(8-Fluoro-3-methyl-6-(4,4,5,5-tetramethyl-1,3,2-dioxaborolan-2-yl)-3,4-dihydro-5-oxa-1,2a-diazaacenaphthylene-2-yl)propan-2-ol FC1=CC(=C2OC[C@H](N3C(=NC1=C32)C(C)(C)O)C)B3OC(C(O3)(C)C)(C)C